O1COC2=C1C=CC(=C2)N(C(=O)C=2C=C(C=CC2)N2N=C(C(=C2COC2=CC=C(C(=O)OCC)C=C2)Cl)C(F)(F)F)C ethyl 4-[[2-[3-[1,3-benzodioxol-5-yl(methyl)carbamoyl]phenyl]-4-chloro-5-(trifluoromethyl)pyrazol-3-yl]methoxy]benzoate